CCC(CCC=CC=C)=O 6,8-Nonadien-3-one